1-(8-fluoro-7-(8-fluoronaphthalen-1-yl)-2-((hexahydro-1H-pyrrolizin-7a-yl)methoxy)pyrido[4,3-d]pyrimidin-4-yl)piperidine-4-carboxylic acid FC1=C(N=CC2=C1N=C(N=C2N2CCC(CC2)C(=O)O)OCC21CCCN1CCC2)C2=CC=CC1=CC=CC(=C21)F